C1(CC1)C1=C(C=CC(=C1)N1C[C@H]2CC[C@@H](C1)N2C)NC2=NC=C(C(=N2)NCCCN2C(OC=CC2)=O)C#N 2-((2-cyclopropyl-4-((1R,5S)-8-methyl-3,8-diazabicyclo[3.2.1]oct-3-yl)phenyl)amino)-4-((3-(2-oxo-1,3-oxazin-3-yl)propyl)amino)pyrimidine-5-carbonitrile